3,4-Dihydroxytricyclo[5.2.1.02,6]decane OC1C2C3CCC(C2CC1O)C3